(S)-2,6-Diamino-hexanoic acid [4-(2-{2-[4-(2-cyano-ethylamino)-furazan-3-yl]-benzoimidazol-1-yl}-acetyl)-phenyl]-amide C(#N)CCNC=1C(=NON1)C1=NC2=C(N1CC(=O)C1=CC=C(C=C1)NC([C@H](CCCCN)N)=O)C=CC=C2